C(CCCCCC(C)C)CC(=O)O.C(C)(=O)OCCCCCCC(C)C isononyl acetate (ISONONANYL ACETATE)